NC=1C=C(C(=O)NCC2=CC=C(C=C2)S(=O)(=O)CC)C=CC1NC(C)C 3-amino-N-(4-(ethylsulfonyl)benzyl)-4-(isopropylamino)benzamide